ClC=1C(=C(C=CC1)NC=1C(=NN2C1C(NCC2)=O)C2=CC(=NC=C2)NC2=NN(C=C2)C)OC 3-[(3-chloro-2-methoxyphenyl)amino]-2-{2-[(1-methylpyrazol-3-yl)amino]pyridin-4-yl}-5H,6H,7H-pyrazolo[1,5-a]pyrazin-4-one